N1=C(C=NC=C1)C1CCC2=NN(C(N21)=O)C2CC(C2)C2=C(C=CC=C2)C 5-(pyrazin-2-yl)-2-((1R,3R)-3-(o-tolyl)cyclobutyl)-2,5,6,7-tetrahydro-3H-pyrrolo[2,1-c][1,2,4]triazol-3-one